CNC1CC(CCC1)NC 1,3-bis(methylamino)-cyclohexane